(R)-tert-butyl (2-amino-3-(3-Boc-aminopropoxy)propyl)carbamate N[C@H](CNC(OC(C)(C)C)=O)COCCC(C(=O)OC(C)(C)C)N